Tert-butyl-[(3S)-3-[6-chloro-3-[3-(2-morpholinoethoxy)phenyl]pyrazolo[4,3-c]pyridin-1-yl]butoxy]-dimethyl-silane C(C)(C)(C)[Si](C)(C)OCC[C@H](C)N1N=C(C=2C=NC(=CC21)Cl)C2=CC(=CC=C2)OCCN2CCOCC2